CC1CCCCC1COC(=O)C1CC2C(CC1)O2 6-methylcyclohexylmethyl-3,4-epoxycyclohexanecarboxylate